FC=1C=C2CN(CC2=CC1)C(=O)NC1=CC=C(C=C1)C12CC(C1)(C2)CO 5-fluoro-N-(4-(3-(hydroxymethyl)bicyclo[1.1.1]pentan-1-yl)phenyl)isoindoline-2-carboxamide